CC1(C=CC=C1)[Zr](N(CC)CC)(N(CC)CC)N(CC)CC (methylcyclopentadienyl)tris(diethylamino)zirconium